C(C)(=O)OCC1CCN(CC1)C1=NC2=C(C(=CC=C2N=C1)NC1=CC(=C(C=C1)OCC1=CC=C(C=C1)OC)OC)C#N (1-(8-cyano-7-((3-methoxy-4-((4-methoxybenzyl)oxy)phenyl) amino)quinoxalin-2-yl)piperidin-4-yl)methyl acetate